CN1C(OC2=C1C=CC(=C2)N2C(NC(C(=C2)C(=O)OCC)=O)=O)=O ethyl 1-(3-methyl-2-oxo-2,3-dihydrobenzo[d]oxazol-6-yl)-2,4-dioxo-1,2,3,4-tetrahydropyrimidine-5-carboxylate